4-[(3-fluoro-4-piperidyl)amino]-1-(2,2,2-trifluoroethyl)indole-6-carbonitrile FC1CNCCC1NC1=C2C=CN(C2=CC(=C1)C#N)CC(F)(F)F